O1CCOC12CCN(CC2)C=2SC=CC2CNCCC2(CCOC1(CCCC1)C2)C2=NC=CC=C2 N-((2-(1,4-dioxa-8-azaspiro[4.5]decan-8-yl)thiophen-3-yl)methyl)-2-(9-(pyridin-2-yl)-6-oxaspiro[4.5]decan-9-yl)ethanamine